OC1=C(C=NN1C)C=1C=2N(C=C(C1)C(=O)[O-])C=CN2 8-(5-hydroxy-1-Methyl-1H-pyrazol-4-yl)-imidazo[1,2-a]-pyridine-6-carboxylate